N[14C@@H](CC(C)C)C(=O)O [14C]leucine